IC1=C(C(CCl)=CC(=C1)I)O 3,5-diiodosalicyl chloride